6-bromo-1,3-benzothiazole-5-carboxylate BrC1=CC2=C(N=CS2)C=C1C(=O)[O-]